CN(C(/C=C/CN1CCC(CC1)(C(=O)NC1=CC=C(C=C1)C1=CC2=C(N=CN=C2N2CCOCC2)N1)O)=O)C (E)-1-(4-(dimethylamino)-4-oxobut-2-en-1-yl)-4-hydroxy-N-(4-(4-morpholino-7H-pyrrolo[2,3-d]pyrimidin-6-yl)phenyl)piperidine-4-carboxamide